FC1=CC=C(C=C1)C1=C(C(=NN1COCC[Si](C)(C)C)CC(=O)N1CCN(CC1)C(=O)OC(C)(C)C)C1=CC=NC=C1 tert-butyl 4-{2-[5-(4-fluorophenyl)-4-(pyridin-4-yl)-1-{[2-(trimethylsilyl)ethoxy]methyl}-1H-pyrazol-3-yl]acetyl}piperazine-1-carboxylate